cyclotrisiloxane O1[SiH2]O[SiH2]O[SiH2]1